sodium hydroxyethyldiphosphate OCCOP([O-])(=O)OP(=O)([O-])[O-].[Na+].[Na+].[Na+]